3-fluoro-N-{4-fluoro-3-[5-(pyrazin-2-yl)-2H-pyrazolo[3,4-b]pyridin-2-yl]phenyl}azetidine-1-carboxamide tert-butyl-(2,3,5-trifluoro-6-formyl-4-(trimethylsilyl)phenyl)carbamate C(C)(C)(C)N(C(O)=O)C1=C(C(=C(C(=C1C=O)F)[Si](C)(C)C)F)F.FC1CN(C1)C(=O)NC1=CC(=C(C=C1)F)N1N=C2N=CC(=CC2=C1)C1=NC=CN=C1